C(CCCCCCC)C1=C(C=CC=C1)C1=CC=CC=C1 octyl-Biphenyl